(1s,4s)-4-(8-(2-chloro-4,6-difluorophenylamino)-2-(cyclobutylamino)-9H-purin-9-yl)-1-methylcyclohexanecarboxamide ClC1=C(C(=CC(=C1)F)F)NC=1N(C2=NC(=NC=C2N1)NC1CCC1)C1CCC(CC1)(C(=O)N)C